FC=1C=C2NCC(NC2=CC1)C1=CC=C(C=C1)F 6-fluoro-2-(4-fluorophenyl)-1,2,3,4-tetrahydroquinoxaline